N,N'-dithiobis(dibenzylamine) C(C1=CC=CC=C1)N(SSN(CC1=CC=CC=C1)CC1=CC=CC=C1)CC1=CC=CC=C1